4,4,7-trifluoro-3a-hydroxy-1,1-dimethyl-8-(perfluorophenyl)-3a,4-dihydrobenzo[b]oxazolo[3,2-d][1,4]oxazin-2(1H)-one FC1(C2(N(C3=C(O1)C=C(C(=C3)C3=C(C(=C(C(=C3F)F)F)F)F)F)C(C(O2)=O)(C)C)O)F